C([O-])([O-])=O.[Na+].[O-2].[Al+3].[Cu+2] copper aluminum oxide compound with sodium carbonate